(S)-6-chloro-N-(2,2-difluoroethyl)-4-((4-hydroxybutan-2-yl)amino)nicotinamide ClC1=NC=C(C(=O)NCC(F)F)C(=C1)N[C@@H](C)CCO